FC1(C(C1)C[C@@H](C(=O)N[C@H](C(=O)OC)C[C@H]1C(NCCC1)=O)NC(=O)C=1NC2=CC=CC(=C2C1)OC)F (2S)-methyl 2-((2S)-3-(2,2-difluorocyclopropyl)-2-(4-methoxy-1H-indole-2-carboxamido)propanamido)-3-((S)-2-oxopiperidin-3-yl)propanoate